HYDROXYANTHRANILIC ACID C1=CC=C(C(=C1)C(=O)O)NO